P(=O)(OCC(C)Cl)(OCC(C)Cl)OCC(C)Cl tris-(2-Chloropropyl) phosphate